FC=1C=C(C=CC1[N+](=O)[O-])N1CC2(CN(C2)C(=O)OC(C)(C)C)C1 tert-butyl 6-(3-fluoro-4-nitrophenyl)-2,6-diazaspiro[3.3]heptane-2-carboxylate